FC1=C(C(=NC(=N1)C=1C=NC(=NC1)N(C)C)OC)C(F)(F)F 6-fluoro-4-methoxy-2-(2-dimethylamino-5-pyrimidinyl)-5-trifluoromethylpyrimidine